C(=C)C1=CC=C(CC2(C3=CC=CC=C3C=3C=CC=CC23)CC2=CC=C(C=C2)C=C)C=C1 9,9-Bis(4-vinylbenzyl)-9H-fluorene